BrC=1C=C(C(NC1)=O)C(=O)O 5-Bromo-2-oxo-1,2-dihydropyridine-3-carboxylic acid